FC1=CC=C(C=C1)C=1C=C2C(=NC=NC2=C(C1)OC)NC(C)(C)C1=NC(=NO1)C 6-(4-fluorophenyl)-8-methoxy-N-(2-(3-methyl-1,2,4-oxadiazol-5-yl)propan-2-yl)quinazolin-4-amine